N-cyclopropyl-5-((1R,2R)-2-((tetrahydro-2H-pyran-4-ylmethyl)-amino)cyclopropyl)-thiophene-3-carboxamide C1(CC1)NC(=O)C1=CSC(=C1)[C@H]1[C@@H](C1)NCC1CCOCC1